CC1=NOC(=C1C=1C=C2C(N(C(NC2=CC1)=O)CC(=O)C1=NC2=C(N1)C=CC=C2C(=O)N)C2=CC=CC=C2)C 2-(2-(6-(3,5-dimethylisoxazol-4-yl)-2-oxo-4-phenyl-1,4-dihydroquinazolin-3(2H)-yl)acetyl)-1H-benzo[d]Imidazole-4-carboxamide